FC=1C=C2N(C(C(N(C2=CC1)C1CCN(CC1)C1=NC=CC=N1)=O)=O)C 2-(4-(6-fluoro-4-methyl-2,3-dioxo-3,4-dihydroquinoxalin-1(2H)-yl)piperidin-1-yl)pyrimidine